5-bromo-4-(bromomethyl)-2-fluoro-benzoate BrC=1C(=CC(=C(C(=O)[O-])C1)F)CBr